CN(C1=CC=CC2=C(C=CC=C12)C)C N,N,5-trimethylnaphthalen-1-amine